(2S,4R)-4-hydroxy-1-((S)-3-methyl-2-(3-((4-oxocyclohexyl)oxy)isoxazol-5-yl)butanoyl)-N-((S)-1-(4-(4-methylthiazol-5-yl)phenyl)ethyl)pyrrolidine-2-carboxamide O[C@@H]1C[C@H](N(C1)C([C@@H](C(C)C)C1=CC(=NO1)OC1CCC(CC1)=O)=O)C(=O)N[C@@H](C)C1=CC=C(C=C1)C1=C(N=CS1)C